C(C)S(=O)(=O)C1=CC(=C(OC2CC(C2)OC2CC3(C2)CCN(CC3)C(=O)OC(C)(C)C)C=C1)C=1C3=C(C(N(C1)C)=O)NC=C3 tert-butyl 2-[3-[4-ethylsulfonyl-2-(6-methyl-7-oxo-1H-pyrrolo[2,3-c]pyridin-4-yl)phenoxy]cyclobutoxy]-7-azaspiro[3.5]nonane-7-carboxylate